7-(2-bromoethoxy)-5-fluoro-2-(((tetrahydro-2H-pyran-4-yl)thio)methyl)quinazolin-4(3H)-one BrCCOC1=CC(=C2C(NC(=NC2=C1)CSC1CCOCC1)=O)F